C1(CCC(N1C(CC(=O)O)(CC(=O)O)N1C(CCC1=O)=O)=O)=O.N1(CCNCC1)C1=CC=C(C=C1)NC1=NC2=C(C=CC=C2C=N1)C1=NC=CC(=C1)NC(C=C)=O N-(2-(2-((4-(piperazin-1-yl)phenyl)amino)quinazolin-8-yl)pyridin-4-yl)acrylamide disuccinimidyl-glutarate